FC1(C(C1)COC1=CC=C(C=C1)B1OC(C(O1)(C)C)(C)C)F 2-(4-((2,2-Difluorocyclopropyl)methoxy)phenyl)-4,4,5,5-tetramethyl-1,3,2-dioxaborolane